((2S,3R,4R,5R)-4-((tert-butyldimethylsilyl)oxy)-5-(2-isobutyramido-6-oxo-1H-purin-9(6H)-yl)-3-(tritylamino)tetrahydrofuran-2-yl)methyl (2-cyanoethyl) diisopropylphosphoramidite C(C)(C)N(P(OC[C@H]1O[C@H]([C@@H]([C@@H]1NC(C1=CC=CC=C1)(C1=CC=CC=C1)C1=CC=CC=C1)O[Si](C)(C)C(C)(C)C)N1C=2N=C(NC(C2N=C1)=O)NC(C(C)C)=O)OCCC#N)C(C)C